C1(=CC=CC=C1)N[C@@H](CC1=CNC=N1)C(=O)O phenyl-histidine